2-cyclopropyl-2-azaspiro[3.4]octan C1(CC1)N1CC2(C1)CCCC2